O=C1N(CC2=C(C=CC=C12)OCC1(CC1)N1CCNCC1)C1CNCCC1 3-[1-oxo-4-[(1-piperazin-1-ylcyclopropyl)methoxy]isoindolin-2-yl]piperidin